CN(C1=NC=CC(=N1)OC1CNCC1)C 3-((2-(dimethylamino)pyrimidin-4-yl)oxy)pyrrolidin